N-((4-(Dimethylamino)tetrahydro-2H-pyran-4-yl)methyl)-5-(4-hydroxy-3-methoxyphenyl)thiophen-2-carboxamid hydrochlorid Cl.CN(C1(CCOCC1)CNC(=O)C=1SC(=CC1)C1=CC(=C(C=C1)O)OC)C